CC1(N(CCC(C1)=O)S(=O)(=O)CC1=CC(=CC=C1)[N+](=O)[O-])C 2,2-dimethyl-1-((3-nitrobenzyl)sulfonyl)piperidin-4-one